2-[2-(3,4-Difluoro-2-methyl-phenoxy)-4-methyl-5-(trifluoromethyl)-3-pyridinyl]-5,6-dimethyl-4-oxo-1H-pyridine-3-carboxylic acid methyl ester COC(=O)C1=C(NC(=C(C1=O)C)C)C=1C(=NC=C(C1C)C(F)(F)F)OC1=C(C(=C(C=C1)F)F)C